N1(CCC1)C=1C2=C(N=CN1)OC(=C2C=2C=C(C=CC2)NC(C=C)=O)C2=CC=C(C=C2)N2CCN(CC2)C N-(3-{4-(Azetidin-1-yl)-6-[4-(4-methylpiperazin-1-yl)phenyl]furo[2,3-d]pyrimidin-5-yl}phenyl)prop-2-enamide